C1(CC1)C=1N=CN(C1)C=1C(=CC(=C(C(=O)NC2=NC(=CC=C2)C=2N3C(=NN2)CC[C@H]3COC)C1)F)C (S)-5-(4-cyclopropyl-1H-imidazol-1-yl)-2-fluoro-N-(6-(5-(methoxymethyl)-6,7-dihydro-5H-pyrrolo[2,1-c][1,2,4]triazol-3-yl)pyridin-2-yl)-4-methylbenzamide